4-[4-(dimethylamino)phenylazo]benzoic acid CN(C1=CC=C(C=C1)N=NC1=CC=C(C(=O)O)C=C1)C